ClC1=C(C=C2C(=C(C=NC2=C1)C(=O)OCC)C(C)C)OS(=O)(=O)C(F)(F)F ethyl 7-chloro-4-isopropyl-6-(((trifluoromethyl)sulfonyl)oxy)quinoline-3-carboxylate